COC1=CC=C(CN(S(=O)(=O)C2=C(C=CC(=C2C=2N=NN(N2)CC2=CC=C(C=C2)OC)I)S(=O)(=O)NC[C@@H](CNC(OC(C)(C)C)=O)O[Si](C)(C)C(C)(C)C)CC2=CC=C(C=C2)OC)C=C1 (R)-tert-butyl (3-(2-(N,N-bis(4-methoxybenzyl)sulfamoyl)-4-iodo-3-(2-(4-methoxybenzyl)-2H-tetrazol-5-yl)phenylsulfonamido)-2-((tertbutyldimethylsilyl)oxy)propyl)carbamate